2-(4-(4,4-dimethyl-3-((2-((1-methylcyclopropyl)amino)pyridin-4-yl)methyl)-2,5-dioxoimidazolidin-1-yl)phenyl)-2-methylpropanenitrile CC1(N(C(N(C1=O)C1=CC=C(C=C1)C(C#N)(C)C)=O)CC1=CC(=NC=C1)NC1(CC1)C)C